2-(6-(((1R,2S,3S,5S)-2-fluoro-8-methyl-8-azabicyclo[3.2.1]octan-3-yl)(methyl)amino)pyridazin-3-yl)-5-(1H-1,2,3-triazol-1-yl)phenol F[C@H]1[C@H]2CC[C@@H](C[C@@H]1N(C1=CC=C(N=N1)C1=C(C=C(C=C1)N1N=NC=C1)O)C)N2C